BrC=1C=C(C(=NC1)C(=O)O)C 5-bromo-3-methylpicolinic acid